CN1[C@@H](CC(CC1)CC#C)C1=CC=C(C(=O)[O-])C=C1 4-((2S)-Methyl 4-(prop-2-yn-1-yl)piperidin-2-yl)benzoate